(R)-4-((R)-1-methoxyethyl)oxazolidine-2,5-dione CO[C@H](C)[C@H]1NC(OC1=O)=O